ClCC(CC1=C(C=C(C=C1)C)C1CC1)N 1-chloro-3-(2-cyclopropyl-4-methylphenyl)propan-2-amine